C(C)(C)(C)N[C@@H]1CN(CC1)C1=CC=C(N=N1)C1=C(C=C(C=C1)C1=CN=NC(=C1)OC)O 2-{6-[(3S)-3-(tert-butylamino)pyrrolidin-1-yl]pyridazin-3-yl}-5-(6-methoxypyridazin-4-yl)phenol